(R)-2-((3aR,5S,6S,6aR)-6-(benzyloxy)-2,2-dimethyltetrahydrofuro[2,3-d][1,3]dioxol-5-yl)-2-((methylsulfonyl)oxy)ethyl benzoate C(C1=CC=CC=C1)(=O)OC[C@@H](OS(=O)(=O)C)[C@@H]1[C@@H]([C@@H]2[C@@H](OC(O2)(C)C)O1)OCC1=CC=CC=C1